C(C)C1=C2C(=CC(=CC2=CC=C1F)O)C1=C(C=2N=C(N=C(C2C=N1)OCC(F)(F)F)OCC12CCCN2CCC1)F 5-ethyl-6-fluoro-4-(8-fluoro-2-((tetrahydro-1H-pyrrolizin-7a(5H)-yl)methoxy)-4-(2,2,2-trifluoroethoxy)pyrido[4,3-d]pyrimidin-7-yl)naphthalen-2-ol